BrC=1C=C(C=C2C(N(C(=NC12)N1CC(CCC1)(F)F)C)=O)C 8-bromo-2-(3,3-difluoropiperidin-1-yl)-3,6-dimethylquinazolin-4(3H)-one